C(CCCCCCCCCCCCCCC)(=O)OC[C@@H](OC(C)=O)COP(=O)(O)OCC[N+](C)(C)C 1-Palmitoyl-2-acetyl-sn-glycero-3-phosphorylcholine